2-chloroethyl chloride ClCCCl